2-((1S,6R)-6-(difluoromethyl)-3-azabicyclo[4.1.0]heptan-3-yl)-N-(2-(4,4-difluoropiperidin-1-yl)-6-methylpyrimidin-4-yl)-4-((N-(2-hydroxyethyl)sulfamoyl)amino)benzamide FC([C@@]12CCN(C[C@H]2C1)C1=C(C(=O)NC2=NC(=NC(=C2)C)N2CCC(CC2)(F)F)C=CC(=C1)NS(NCCO)(=O)=O)F